C(CC)CN([O-])C.C(CCCCCCC\C=C/CCCCCCCC)(=O)N oleic acid amide propyl-dimethyl-aminoxide